Sodium 4'-amino-4-(benzyloxy)-[1,1'-biphenyl]-3-carboxylate NC1=CC=C(C=C1)C1=CC(=C(C=C1)OCC1=CC=CC=C1)C(=O)[O-].[Na+]